C[SiH](C)[N-][SiH](C)C.[Na+] sodium bis(dimethylsilyl)amide